BrC1=CC(=C(CNC(=O)[C@H]2C=3C=CC=NC3[C@H](CC2)O)C=C1)F (5r,8s)-N-(4-bromo-2-fluorobenzyl)-8-hydroxy-5,6,7,8-tetrahydroquinoline-5-carboxamide